[Na+].C(C=C)(=O)[O-] acrylic acid, Sodium salt